ClC=1C=CC(=NC1)C1=CC=C(C=2N=C(OC21)N2CC1N(C(C2)C1)C(=O)OC(C)(C)C)O tert-Butyl 3-(7-(5-chloropyridin-2-yl)-4-hydroxybenzo[d]oxazol-2-yl)-3,6-diazabicyclo[3.1.1]heptane-6-carboxylate